benzyl 7-bromo-3-methyl-2H-benzofuran-3-carboxylate BrC1=CC=CC=2C(COC21)(C(=O)OCC2=CC=CC=C2)C